FC1=C(C=C(C=C1)F)C(CC#C[Si](C)(C)C)N1N=C2C=CC=CC2=C1 2-(1-(2,5-difluorophenyl)-4-(trimethylsilyl)but-3-yn-1-yl)-2H-indazole